C(CCCCCCC\C=C/CCCCCCCC)N([C@@H](CCC(N)=O)C(=O)O)CCCCCCCC\C=C/CCCCCCCC N,N-dioleyl-L-glutamine